ClC=1C=C(OC2=C(C=C(C=C2)NC(CC2=C(C=CC(=C2)Cl)Cl)=O)S(N)(=O)=O)C=CC1 N-[4-(3-chlorophenoxy)-3-sulfamylphenyl]-2-(2,5-dichlorophenyl)acetamide